2-cyclohexyl-N-(methoxyphenyl)butanamide C1(CCCCC1)C(C(=O)NC1=C(C=CC=C1)OC)CC